Cl.N[C@@H](CCCCN)C(=O)O L-Lysin Hydrochlorid